NC1CCN(CC1)C1=NC(=C(C(=C1C#N)C1=CC(=C(C=C1)C#N)F)C1=CC(=C(C=C1)OC)O)C 2-(4-aminopiperidin-1-yl)-4-(4-cyano-3-fluorophenyl)-5-(3-hydroxy-4-methoxyphenyl)-6-methylpyridin-3-carbonitrile